6,7-dihydrobenzofuran O1C=CC2=C1CCC=C2